4-amino-7-(1-fluoro-2-methylpropan-2-yl)-N-(4-(methoxymethyl)phenyl)-7H-pyrrolo[2,3-d]pyrimidine-5-carboxamide NC=1C2=C(N=CN1)N(C=C2C(=O)NC2=CC=C(C=C2)COC)C(CF)(C)C